C(C)[C@@H]1CN2CCC3=C(C2C[C@@H]1/C(/C(=O)OC)=C\OC)NC1=C(C=CC(=C13)OC)C1=COC=C1 Methyl (E)-2-((2S,3S)-3-ethyl-11-(furan-3-yl)-8-methoxy-1,2,3,4,6,7,12,12b-octahydroindolo[2,3-a]quinolizin-2-yl)-3-methoxyacrylate